(1S,3R,4S,5R)-3-((5-chloro-4-(4-fluoro-1-isopropyl-2-(1-methyl-1H-pyrazol-4-yl)-1H-benzo[d]imidazol-6-yl)pyrimidin-2-yl)amino)-6,8-dioxabicyclo[3.2.1]octan-4-ol ClC=1C(=NC(=NC1)N[C@@H]1C[C@H]2CO[C@@H]([C@H]1O)O2)C=2C=C(C1=C(N(C(=N1)C=1C=NN(C1)C)C(C)C)C2)F